C(C)(C)(C)OC(N(C=1C=CC=C2C=CC=NC12)C(CC(C[Si](C1=CC=CC=C1)(C1=CC=CC=C1)C)C)=O)=O tert-Butyl[3-methyl-4-(methyldiphenylsilyl)butanoyl](quinolin-8-yl)carbamate